C(C)OC1=CC=C(OCC(=O)N(C=2SC=CN2)C2=NC=CC=C2)C=C1 2-(4-ethoxyphenoxy)-N-(2-pyridyl)-N-thiazol-2-yl-acetamide